The molecule is a polycyclic cage that is the 3-hydroxy derivative of platencin. It is isolated from Streptomyces platensis. It has a role as a bacterial metabolite. It is a cyclic ketone, a dihydroxybenzoic acid, a polycyclic cage, a secondary alcohol, an aromatic amide and a monocarboxylic acid amide. It derives from a platencin. C[C@@]1([C@@H]2C[C@@H]3[C@H](C[C@]2(CC3=C)C=CC1=O)O)CCC(=O)NC4=C(C=CC(=C4O)C(=O)O)O